C(C)(C)(C)NC(O)=O Tert-Butyl-carbamic acid